N1(CCCC1)C1=CC=CC(=N1)C#N 6-(pyrrolidin-1-yl)pyridine-2-carbonitrile